C\C(=C/COC(CCCCCCCCCCCCCCC)=O)\CCC=C(C)C (E)-3,7-dimethyl-2,6-octadienylhexadecanoate